1-(4-(4-amino-7-cyclopropyl-7H-pyrrolo[2,3-d]pyrimidin-5-yl)-2-fluorophenyl)-3-(3-(pentan-3-yl)isoxazol-5-yl)urea NC=1C2=C(N=CN1)N(C=C2C2=CC(=C(C=C2)NC(=O)NC2=CC(=NO2)C(CC)CC)F)C2CC2